2-(3-((2-methoxy-4-(methylsulfonyl)phenyl)amino)prop-1-yn-1-yl)-3-(2,2,2-trifluoroethyl)benzo[b]thiophen-7-amine COC1=C(C=CC(=C1)S(=O)(=O)C)NCC#CC1=C(C2=C(S1)C(=CC=C2)N)CC(F)(F)F